2-[2-(4-bromo-2,6-difluoro-anilino)ethyl]Cyclopropanecarboxylic acid ethyl ester C(C)OC(=O)C1C(C1)CCNC1=C(C=C(C=C1F)Br)F